methyl(thiophen-2-ylimino)(4-(5-(trifluoromethyl)-1,2,4-oxadiazol-3-yl)phenyl)-λ6-sulfanone CS(=O)(C1=CC=C(C=C1)C1=NOC(=N1)C(F)(F)F)=NC=1SC=CC1